5-bromo-2-chloropyridine-3,4-diamine BrC=1C(=C(C(=NC1)Cl)N)N